(3R,4S)-1-((2-chloro-4-(fluoromethyl)phenyl)sulfonyl)-4-((4-chloro-phenyl)sulfonyl)-3-(hydroxymethyl)pyrrolidin-3-ol ClC1=C(C=CC(=C1)CF)S(=O)(=O)N1C[C@@]([C@H](C1)S(=O)(=O)C1=CC=C(C=C1)Cl)(O)CO